N-((S)-1-hydroxypropan-2-yl)pyrazine OC[C@H](C)N1CC=NC=C1